[Fe].ClC1=C(C(=CC(=C1)C)C)N=C(C)C1=NC(=CC=C1)C(C)=NC1=C(C=C(C=C1C)C)Cl 2,6-bis-[1-(2-chloro-4,6-dimethylphenylimino)ethyl]pyridine iron